azido-propyl-amine N(=[N+]=[N-])NCCC